C(#N)CC(=O)NC=1SC(=NN1)C1=CC=C(C=C1)OC 2-cyano-N-(5-(4-methoxyphenyl)-1,3,4-thiadiazole-2-yl)acetamide